C(C1=CC=CC=C1)(=O)N1CC2=CC=CC(=C2CC1)C1(CC(=CC=C1)CCC(=O)O)C1=CC=C(C=C1)OC 3-(2-benzoyl-1,2,3,4-tetrahydroisoquinolin-5-yl)-3-(4-methoxyphenyl)benzenepropanoic acid